4-(1-methyl-1H-pyrazol-5-yl)piperidine hydrochloride Cl.CN1N=CC=C1C1CCNCC1